tert-butyl 2-{[6-(trifluoromethyl)pyridin-2-yl]oxy}-7-azaspiro[3.5]nonane-7-carboxylate FC(C1=CC=CC(=N1)OC1CC2(C1)CCN(CC2)C(=O)OC(C)(C)C)(F)F